4-Morpholinyl-2-propionyl-1,2-dihydro-phthalazine-1-carbonitrile N1(CCOCC1)C1=NN(C(C2=CC=CC=C12)C#N)C(CC)=O